8-Fluoro-2-(tetrahydro-2H-pyran-4-yl)-6-vinylquinoline FC=1C=C(C=C2C=CC(=NC12)C1CCOCC1)C=C